(2-((1H-pyrazol-3-yl)amino)pyridin-4-yl)-7-(3,3-dimethylbut-1-yn-1-yl)-1H-indazol-3-amine N1N=C(C=C1)NC1=NC=CC(=C1)N1N=C(C2=CC=CC(=C12)C#CC(C)(C)C)N